OC=1C=C(C=C2C=CC=NC12)C1=CC=C(C(=O)NCC2CN(CCC2)C)C=C1 4-(8-hydroxyquinolin-6-yl)-N-((1-methylpiperidin-3-yl)methyl)benzamide